OC12CC3(C[C@H](C[C@@H](C1)C3)C2)CNC(C)=O N-(((1S,3R,5R,7S)-3-hydroxyadamantan-1-yl)methyl)acetamide